O1C(=CC=C1)CNC=1N=CC2=C(N1)C1(C(N(C2)C=2C=C(C=CC2C)NC(C2=CN=CC(=C2)C(F)(F)F)=O)=O)CC1 N-(3-(2'-((furan-2-ylmethyl)amino)-7'-oxo-5'H-spiro[cyclopropane-1,8'-pyrido[4,3-d]pyrimidine]-6'(7'H)-yl)-4-methylphenyl)-5-(trifluoromethyl)nicotinamide